(3-{[2-(4-Chlorophenyl)imidazo[1,2-a]pyridin-3-yl]methyl}-3,8-diazabicyclo[3.2.1]oct-8-yl)-(4,5-dimethyl-1,3-thiazol-2-yl)methanon ClC1=CC=C(C=C1)C=1N=C2N(C=CC=C2)C1CN1CC2CCC(C1)N2C(=O)C=2SC(=C(N2)C)C